FC=1C(=NC(=NC1)N[C@@H]1[C@@H](CN(CC1)S(=O)(=O)C)C)C1=C(C2=C(C3(N(C2=O)CC2=CC=C(C=C2)OC)CC3)S1)C 2'-(5-Fluoro-2-(((3R,4S)-3-methyl-1-(methylsulfonyl)piperidin-4-yl)amino)pyrimidin-4-yl)-5'-(4-methoxybenzyl)-3'-methylspiro[cyclopropane-1,6'-thieno[2,3-c]pyrrol]-4'(5'H)-one